COC1=CC=C(C=C1)N1C(N(C2=NC(=NC=C2C1)NCC(F)(F)F)C1=CC=C(C=C1)C1C(C1)B1OC(C(O1)(C)C)(C)C)=O 3-(4-methoxyphenyl)-1-(4-(2-(4,4,5,5-tetramethyl-1,3,2-dioxaborolan-2-yl)cyclopropyl)phenyl)-7-((2,2,2-trifluoroethyl)amino)-3,4-dihydropyrimido[4,5-d]pyrimidin-2(1H)-one